1-((S)-2-((6-oxo-5-(trifluoromethyl)-1,6-dihydropyridazin-4-yl)amino)propyl)pyrrolidine O=C1C(=C(C=NN1)N[C@H](CN1CCCC1)C)C(F)(F)F